(4-chlorophenyl)-7a-hydroxy-8-oxo-6-phenyl-5a,6,7a,8-tetrahydro-7H-cyclobuta[5,6]pyrano[3,2-b]pyridine-7-carboxylate ClC1=CC=C(C=C1)OC(=O)C1C(C2C1(C(C1=NC=CC=C1O2)=O)O)C2=CC=CC=C2